methyl-phosphine CP